N1C=NC(=C1)CCN1CCCCC1 1-(2-(1H-imidazol-4-yl)ethyl)piperidin